C1=CC=CC=2C3=CC=CC=C3C(C12)COC(=O)N[C@H]1C[C@H](N(C1)C(=O)OC(C)(C)C)C(=O)O (2S,4S)-4-(((9H-fluoren-9-yl)methoxy)carbonylamino)-1-(tert-butoxycarbonyl)pyrrolidine-2-carboxylic acid